C(C)(=O)SCC(CCCC(C(=O)OC(C)(C)C)(C)C1=CC(=CC=C1)I)(C)C tert-butyl 7-(acetylthio)-2-(3-iodophenyl)-2,6,6-trimethylheptanoate